[Br].[I].[Sn].CN Methylamine tin iodine bromine salt